2-(2-fluoro-3,4-dihydroxy-5-methoxyphenyl)-N-methyl-1-(3-methyloxetan-3-yl)-1H-benzo[d]imidazole-5-carboxamide FC1=C(C=C(C(=C1O)O)OC)C1=NC2=C(N1C1(COC1)C)C=CC(=C2)C(=O)NC